ClC1=C(C=CC(=C1)OCCN1CCNCC1)C=1N(C2=NC=NC(=C2N1)OC1(CC1)C)CC1=NC=CC(=C1)C1CC1 8-(2-chloro-4-(2-(piperazin-1-yl)ethoxy)phenyl)-9-((4-cyclopropylpyridin-2-yl)methyl)-6-(1-methylcyclopropoxy)-9H-purine